methyl 2-methyl-5,6-dihydro-4H-cyclopenta[b]thiophene-3-carboxylate CC1=C(C2=C(S1)CCC2)C(=O)OC